ClC(OC1=CC=C(C=C1)NC(C1=CN=C(C(=C1)NC(=O)C1CCCCCC1)N1C[C@@H](CC1)O)=O)(F)F (R)-N-(4-(chlorodifluoromethoxy)phenyl)-5-(cycloheptanecarboxamido)-6-(3-hydroxyPyrrolidin-1-yl)nicotinamide